(2-chloro-4-(2-(dimethylamino)ethoxy)-5-nitrophenyl)-4-(1-methyl-1H-indol-3-yl)pyrimidin-2-amine ClC1=C(C=C(C(=C1)OCCN(C)C)[N+](=O)[O-])C=1C(=NC(=NC1)N)C1=CN(C2=CC=CC=C12)C